OCC(C(=O)[O-])(C)CO hydroxy-2-(hydroxymethyl)-2-methylpropanoate